ClC1=NC2=CC(=C(C=C2C(=N1)NC1CCN(CC1)CC(=O)N1[C@@H](CCC1)C#N)OC)OC (2S)-1-[2-[4-[(2-chloro-6,7-dimethoxy-quinazolin-4-yl)amino]-1-piperidinyl]acetyl]pyrrolidine-2-carbonitrile